Cl.S(N)(=O)(=O)NC1CCN(CC1)C1=C(C=C(C=C1)F)NC(=O)C=1N=C(C=2N(C1)C=CN2)OC N-(2-{4-[(sulfamoyl)amino]hexahydropyridin-1-yl}-5-fluorophenyl)-8-methoxyimidazo[3,2-a]pyrazine-6-carboxamide hydrochloride